C1(=CC=C(C=C1)C=1CCC(N(N1)C1=CC=CC=C1)=O)C1=CC=CC=C1 6-([1,1'-biphenyl]-4-yl)-2-phenyl-4,5-dihydropyridazin-3(2H)-one